bis[6-(2-hydroxyethoxy)naphthyl]fluorene OCCOC=1C=C2C=CC=C(C2=CC1)C1=C(C=2CC3=CC=CC=C3C2C=C1)C1=CC=CC2=CC(=CC=C12)OCCO